epithio-urethane N1C(=O)OC(C)S1